BrC1=CC=C(C=C1)C=1C(=NOC1)C (4-bromophenyl)-3-methylisoxazole